5-chloro-2-[(3S,4R)-3-methyl-4-piperidyl]pyridine ClC=1C=CC(=NC1)[C@H]1[C@@H](CNCC1)C